C1(=CC=CC=C1)S(=O)O benzene-1-sulfinic acid